(R)-1-(3-(1-(4-(2-fluoro-3-methoxyphenoxy)phenyl)-8-methoxyimidazo[1,5-a]pyrazin-3-yl)pyrrolidin-1-yl)but-2-yn-1-one FC1=C(OC2=CC=C(C=C2)C=2N=C(N3C2C(=NC=C3)OC)[C@H]3CN(CC3)C(C#CC)=O)C=CC=C1OC